C(C)(C)[C@H]1COC2=C(CN1)C=CC(=C2)C(=O)OC methyl (S)-3-isopropyl-2,3,4,5-tetrahydrobenzo[f][1,4]oxazepine-8-carboxylate